3-oxo-3-(((9Z,26Z)-pentatriaconta-9,26-dien-18-yl)oxy)propanoic acid O=C(CC(=O)O)OC(CCCCCCC\C=C/CCCCCCCC)CCCCCCC\C=C/CCCCCCCC